(5r,8r)-(+)-lysergic acid-N,N-diethylamide C(C)N(C(=O)[C@H]1CN(C)[C@@H]2CC3=CNC4=CC=CC(C2=C1)=C34)CC